N-ethyl-N'-(4-((isopentyl(oxo)(phenyl)-λ6-sulfaneylidene)amino)-2,5-dimethylphenyl)-N-methylformimidamide C(C)N(C=NC1=C(C=C(C(=C1)C)N=S(C1=CC=CC=C1)(=O)CCC(C)C)C)C